(1s,3s)-3-hydroxy-1-methylcyclobutane-1-carboxamide OC1CC(C1)(C(=O)N)C